C(C)(C)(C)NC(C1=NC=C(C=C1)N1C=CC=2C1=NC=C(C2)C(=O)N2CCC(CC2)(F)F)=O N-(tert-butyl)-5-(5-(4,4-difluoropiperidine-1-carbonyl)-1H-pyrrolo[2,3-b]pyridin-1-yl)picolinamide